4-(3-((2-((5-methyl-2-(4-methylpiperazin-1-yl)oxazol-4-yl)amino)-5-(trifluoromethyl)pyrimidin-4-yl)amino)propyl)-1,4-oxazepan-3-one CC1=C(N=C(O1)N1CCN(CC1)C)NC1=NC=C(C(=N1)NCCCN1C(COCCC1)=O)C(F)(F)F